(2R,3R,11bR)-3-(2,2-dimethylpropyl)-10-methoxy-9-[(5,5,5-trifluoropentyl)oxy]-1H,2H,3H,4H,6H,7H,11bH-pyrido[2,1-a]isoquinolin-2-ol CC(C[C@H]1[C@@H](C[C@H]2N(CCC3=CC(=C(C=C23)OC)OCCCCC(F)(F)F)C1)O)(C)C